2-[(1R,5S)-6-[tert-butyl(dimethyl)silyl]oxy-3-azabicyclo[3.1.0]hexan-3-yl]-8-(1-hydroxyethyl)-3,6-dimethylquinazolin-4-one [Si](C)(C)(C(C)(C)C)OC1[C@@H]2CN(C[C@H]12)C1=NC2=C(C=C(C=C2C(N1C)=O)C)C(C)O